(R)-8-(4-(bis(4-chlorophenyl)methyl)-3-methylpiperazin-1-yl)-7-fluoro-5-methyl-6-oxo-5,6-dihydro-1,5-naphthyridine-2-carbonitrile ClC1=CC=C(C=C1)C(N1[C@@H](CN(CC1)C1=C(C(N(C=2C=CC(=NC12)C#N)C)=O)F)C)C1=CC=C(C=C1)Cl